3-hydroxy-5-methoxy-8-(phenylsulfonyl)quinazoline-2,4(1H,3H)-dione ON1C(NC2=C(C=CC(=C2C1=O)OC)S(=O)(=O)C1=CC=CC=C1)=O